heptafluoro-nonanoyl chloride FC(C(C(=O)Cl)(F)F)(CCCCCC(F)(F)F)F